P(=O)([O-])([O-])[O-].C[N+](C)(C)C.C[N+](C)(C)C.C[N+](C)(C)C tetramethylammonium phosphate salt